but-3-ynyl N-[6-[[(Z)-[(1-methyltetrazol-5-yl)-phenyl-methylene] amino] oxy methyl]-2-pyridyl]carbamate CN1N=NN=C1\C(\C1=CC=CC=C1)=N/OCC1=CC=CC(=N1)NC(OCCC#C)=O